C1(CC1)C=1C=C(C=C(C1C=O)C1CC1)C(C(=O)[O-])C1=CC=C(C=C1)N1C(C2=CC(=C3C=4C2=C(C1=O)C=C(C4OC4=CC=CC=C43)C4=CC(=CC(=C4)C(F)(F)F)C(F)(F)F)C4=CC(=CC(=C4)C(F)(F)F)C(F)(F)F)=O 3,5-Dicyclopropyl-4-formylphenyl-2-(4-(5,11-bis(3,5-bis(trifluoromethyl)phenyl)-1,3-dioxo-1H-xantheno[2,1,9-def]isoquinolin-2(3H)-yl)phenyl)acetate